FC1=C(CNC2=NC=CN=C2)C=CC(=C1)C1=NOC(=N1)C(F)(F)F N-(2-Fluoro-4-(5-(trifluoromethyl)-1,2,4-oxadiazol-3-yl)benzyl)-pyrazin-2-amin